ICC1(CCN(CC1)C(=O)OC(C)(C)C)C(=O)OCC 1-(tert-butyl) 4-ethyl 4-(iodomethyl)piperidine-1,4-dicarboxylate